C(C)(=O)OCC(C)=C1C(C(C1)COC(C)=O)(C)C.NC1=NC(N(C=C1F)[C@@H]1O[C@@]([C@H]([C@@H]1F)O)(CO)C1CC1)=O 4-amino-1-[(2R,3S,4R,5R)-5-cyclopropyl-3-fluoro-4-hydroxy-5-(hydroxymethyl)oxolan-2-yl]-5-fluoropyrimidin-2-one [3-(2-Acetoxy-1-Methylethylidene)-2,2-Dimethylcyclobutyl]Methyl-Acetate